tetraaminodinitroplatinum N[Pt]([N+](=O)[O-])([N+](=O)[O-])(N)(N)N